(5R,8S)-7-(r-butoxycarbonyl)-10-oxo-7,11-diazadispiro[2.1.45.23]undecane-8-carboxylic acid C(CCC)OC(=O)N1C[C@]2(CC3(CC3)NC2=O)C[C@H]1C(=O)O